5-fluoro-2-(isoxazolidin-2-ylsulfonyl)benzonitrile FC=1C=CC(=C(C#N)C1)S(=O)(=O)N1OCCC1